ClC1=CC=C(C=C1)CNC(=O)NC1=CC=C(C=C1)S(=O)(=O)O 4-({[(4-chlorophenyl)methyl]carbamoyl}amino)benzenesulfonic acid